3-[(3-cyclopropyl-2-fluorophenyl)sulfanyl]-N-[2-(2,4-dimethylphenyl)-2,2-difluoroethyl]-5,6,7,8-tetrahydrocinnoline-4-carboxamide C1(CC1)C=1C(=C(C=CC1)SC=1N=NC=2CCCCC2C1C(=O)NCC(F)(F)C1=C(C=C(C=C1)C)C)F